ethyl (S)-(1-((4'-methoxy-[1,1'-biphenyl]-4-yl)sulfonyl)pyrrolidine-2-carboxamido)glycinate COC1=CC=C(C=C1)C1=CC=C(C=C1)S(=O)(=O)N1[C@@H](CCC1)C(=O)NNCC(=O)OCC